Disodium 1-amino-9,10-dioxo-4-[(3-{[2-(sulfonatooxy)ethyl]sulfonyl}phenyl)amino]-9,10-dihydro-2-anthracenesulfonate NC1=C(C=C(C=2C(C3=CC=CC=C3C(C12)=O)=O)NC1=CC(=CC=C1)S(=O)(=O)CCOS(=O)(=O)[O-])S(=O)(=O)[O-].[Na+].[Na+]